(2-methoxyethyl)-7-(1H-pyrazol-3-yl)-2H-pyrazolo[4,3-c]quinolin-4-amine COCCN1N=C2C(C(=NC=3C=C(C=CC23)C2=NNC=C2)N)=C1